ClC=1C=C2C(=NC1OC)C(=C(N2C)C=2NC(=NN2)CN(C)C)N2C=NC=C2 1-(5-(6-chloro-3-(1H-imidazol-1-yl)-5-methoxy-1-methyl-1H-pyrrolo[3,2-b]pyridin-2-yl)-4H-1,2,4-triazol-3-yl)-N,N-dimethylmethanamine